[Cl-].C1(=CC=C(C=C1)N1[NH2+]C(=NN1C1=CC=C(C=C1)C)C1=CC=C(C=C1)C#N)C 2,3-bis(4-tolyl)-5-(4-cyanophenyl)tetrazolium chloride